4-(5-((6-(1H-Pyrazol-4-yl)pyridin-3-yl)amino)-1-methyl-1H-1,2,4-triazol-3-yl)-N-(2,2,2-trifluoroethyl)benzamide N1N=CC(=C1)C1=CC=C(C=N1)NC1=NC(=NN1C)C1=CC=C(C(=O)NCC(F)(F)F)C=C1